CC1(C2=C(C(=NC1)C)SC=C2)C=2C=NN(C2)C 4,7-dimethyl-4-(1-methylpyrazol-4-yl)-5H-thieno[2,3-c]pyridine